C=1(C(=CC=C2C=CC=CC12)C(=O)O[2H])C(=O)O naphthalenedicarboxylic acid-d